2,6-trans-dimethylpiperidine-1-carboxylate C[C@@H]1N([C@H](CCC1)C)C(=O)[O-]